OC=1C(=C(C=C(C1)CCCCC)[O-])C1C=C(CCC1C(=C)C)C 3-hydroxy-2-(6-isopropenyl-3-methylcyclohex-2-enyl)-5-pentylphenolate